platinum-rhodium lead [Pb].[Rh].[Pt]